ClC1=C(C=CC=C1)[C@@H](C)OC(=O)NC1=C(SC=C1)C1=CC=C(C=N1)NC(=O)C1C(CCCC1)C(=O)O 2-((6-(3-((((R)-1-(2-chlorophenyl)ethoxy)carbonyl)amino)thiophen-2-yl)pyridin-3-yl)carbamoyl)cyclohexane-1-carboxylic acid